FC1=C(C=CC(=C1)[N+](=O)[O-])N1N=CC(=C1)B1OC(C(O1)(C)C)(C)C 1-(2-fluoro-4-nitro-phenyl)-4-(4,4,5,5-tetramethyl-1,3,2-dioxaborolan-2-yl)pyrazole